5-bromo-6-iodo-3-(3-methoxybenzyl)quinazolin-4(3H)-one BrC1=C2C(N(C=NC2=CC=C1I)CC1=CC(=CC=C1)OC)=O